C(C=C)OCC(C(=O)OCCOCC1CCCO1)=C tetrahydrofurfuryloxyethyl α-allyloxymethylacrylate